chloro-2-methyl-1',2'-dihydrospiro[cyclopropane-1,3'-pyrrolo[3,2-c]pyridine] ClN1CC2(C=3C=NC=CC31)C(C2)C